(2R)-N-(3-{5-Fluoro-2-[(3-methoxy-1-methyl-1H-pyrazol-4-yl)amino]pyrimidin-4-yl}-1H-indol-7-yl)-2-(4-methylpiperazin-1-yl)propanamide FC=1C(=NC(=NC1)NC=1C(=NN(C1)C)OC)C1=CNC2=C(C=CC=C12)NC([C@@H](C)N1CCN(CC1)C)=O